tert-butyl 6-(6-hydroxy-4-oxo-quinazolin-3-yl)-2-azaspiro[3.3]heptane-2-carboxylate OC=1C=C2C(N(C=NC2=CC1)C1CC2(CN(C2)C(=O)OC(C)(C)C)C1)=O